rac-tert-Butyl (1aS,3aR,6aS,6bR)-hexahydrooxireno[2',3':4,5]pyrano[2,3-c]pyrrole-5(2H)-carboxylate O1[C@H]2[C@@H]1CO[C@H]1CN(C[C@@H]12)C(=O)OC(C)(C)C |r|